C(CCC)N(CCO)CCCC.P(=O)(OCC(CCCCCCCCCCCC)CCCCCCCCCC)(O)O 2-decyl-1-tetradecyl phosphate dibutyl-ethanolamine salt